5-(2-ethoxy-2-oxoacetyl)-6-methyl-2,3-dihydro-1H-pyrrolizine-7-carboxylic acid ethyl ester C(C)OC(=O)C=1C(=C(N2CCCC12)C(C(=O)OCC)=O)C